CC1=NN(C(C1)=O)C=1C=C(C=CC1)S(=O)(=O)NC(C)=O N-[3-(3-methyl-5-oxo-4H-pyrazol-1-yl)phenyl]sulfonyl-acetamide